[Co].BrC=1C(=C(C(=NC1C=1OC=C(N1)C(C)C)C=1OC=C(N1)C(C)C)Br)Cl dibromo[2,6-bis[4-(S)-isopropyl-2-oxazolyl]-4-chloropyridine] cobalt